C1(CC(C(CC1)C(C)C)OC(C=1C(N)=CC=CC1)=O)C.C1(=CC=CC=C1)N1C(=NC2=C1C1=CC=CC=C1C=1C=CC=CC12)C1=CC=C(C=C1)C1=CC=C(C=C1)C(=O)C=1N=C2N(C=CC=C2)C1C1=CC=CC=C1 (4'-(1-phenyl-1H-phenanthro[9,10-d]imidazol-2-yl)-[1,1'-biphenyl]-4-yl)(3-phenylimidazo[1,2-a]pyridin-2-yl)methanone Menthyl-anthranilat